1,4-bismethylpiperidinium C[NH+]1CCC(CC1)C